N-[(5-cyanopyrimidin-2-yl)methyl]carbamic acid tert-butyl ester C(C)(C)(C)OC(NCC1=NC=C(C=N1)C#N)=O